7-bromo-8-fluoro-2-(((2R,7aS)-2-fluorotetrahydro-1H-pyrrolizin-7a(5H)-yl)methoxy)-4-(2,2,2-trifluoroethoxy)quinazoline BrC1=CC=C2C(=NC(=NC2=C1F)OC[C@]12CCCN2C[C@@H](C1)F)OCC(F)(F)F